O[C@@]1([C@@H](CC[C@H](C1)C)C(C)C)C(=O)N[C@H](CCO)CC=1SC=CC1 (1S,2S,5R)-1-hydroxy-N-[(1R)-3-hydroxy-1-(2-thienylmethyl)propyl]-2-isopropyl-5-methyl-cyclohexanecarboxamide